COC1=NC=CC(=C1C1=CC=2C(=CN=C(C2)NC(=O)[C@H]2[C@@H](C2)CN2C3CN(CC2CC3)C(=O)OC(C)(C)C)N1C)OC tert-butyl 8-(((trans)-2-((2-(2,4-dimethoxypyridin-3-yl)-1-methyl-1H-pyrrolo[2,3-c]pyridin-5-yl)carbamoyl)cyclopropyl)methyl)-3,8-diazabicyclo[3.2.1]octane-3-carboxylate